N1C=C(C=2C1=CN=CC2)C(=O)C2CN(C2)C(=O)OC(C)(C)C tert-Butyl 3-(1H-pyrrolo[2,3-c]pyridine-3-carbonyl)azetidine-1-carboxylate